C(\C=C/C(=O)O)(=O)O.C(C(C)=C)O methallyl alcohol monomaleate